C1(CC1)OC1=NNC=C1[N+](=O)[O-] 3-cyclopropyloxy-4-nitro-1H-pyrazole